C1(CCCC1)NC=1C2=C(N=CN1)OC(=C2C=2C=C(C=CC2)NC(C=C)=O)C2=CC=NC=C2 N-{3-[4-(Cyclopentylamino)-6-(pyridin-4-yl)furo[2,3-d]pyrimidin-5-yl]phenyl}prop-2-enamide